The molecule is the amide obtained by formal condensation of 3,4,5-trihydroxybenzoic acid with 4-[2-(N,N-dimethylamino)ethoxy]benzylamine. It is used to prevent nausea and vomitting in humans. It has a role as an antiemetic. It is a tertiary amino compound and a member of benzamides. CN(C)CCOC1=CC=C(C=C1)CNC(=O)C2=CC(=C(C(=C2)OC)OC)OC